6,6-dimethyl-3-(5-methylpyrazin-2-yl)-1,2,3,7,8,9-hexahydropyrazolo[1,2-a]diazepin-5-one CC1(C(N2N(CCC1)CCC2C2=NC=C(N=C2)C)=O)C